NC=1C(=NC=C(N1)N1CCC(CC1)(CF)N)SC=1C(=C(C=CC1)NC(=O)C1=C(N=C2N(C1=O)C=CC=C2)O)Cl N-(3-((3-amino-5-(4-amino-4-(fluoromethyl)piperidin-1-yl)pyrazin-2-yl)thio)-2-chlorophenyl)-2-hydroxy-4-oxo-4H-pyrido[1,2-a]pyrimidine-3-carboxamide